C(C)(=O)NC=1N=C2N(N=C(C=C2)C=2C=C(C(=C(C(=O)NCC3=C(C=CC(=C3)OC(F)(F)F)F)C2)OC)F)C1 5-{2-acetamidoimidazo[1,2-b]pyridazin-6-yl}-3-fluoro-N-{[2-fluoro-5-(trifluoromethoxy)phenyl]methyl}-2-methoxybenzamide